FC1=C(C=CC=C1)C1=CC2=C(N(C(C(N2C)=O)=O)C2CCN(CC2)CC2=CC=C(C=C2)OC(F)(F)F)N=C1 7-(2-fluorophenyl)-1-methyl-4-(1-(4-(trifluoromethoxy)benzyl)piperidin-4-yl)-1,4-dihydropyrido[2,3-b]pyrazine-2,3-dione